C1(CCC1)N[C@H]1CN(CCC1)C=1C=CC(=NC1)C1(COC1)C(=O)NC=1N=C2N(C(C1)=O)C=CC=C2 (R)-3-(5-(3-(cyclobutylamino)piperidin-1-yl)pyridin-2-yl)-N-(4-oxo-4H-pyrido[1,2-a]pyrimidin-2-yl)oxetane-3-carboxamide